C(C)OC(=O)C=1C=NN(C1)C=1C=NC(=C(C1)F)N1CCC(CC1)(F)F 1-[6-(4,4-Difluoropiperidin-1-yl)-5-fluoropyridin-3-yl]pyrazole-4-carboxylic acid ethyl ester